2-(6-(4-(5-(benzyloxy)-6-methylpyrimidine-4-carbonyl)piperazin-1-yl)-2-(cyclohept-1-en-1-yl)-5-ethyl-7-oxo-[1,2,4]triazolo[1,5-a]pyrimidin-4(7H)-yl)-N-(4-(tert-butyl)phenyl)acetamide C(C1=CC=CC=C1)OC=1C(=NC=NC1C)C(=O)N1CCN(CC1)C1=C(N(C=2N(C1=O)N=C(N2)C2=CCCCCC2)CC(=O)NC2=CC=C(C=C2)C(C)(C)C)CC